imidazole-5-carbonyl chloride N1C=NC=C1C(=O)Cl